phenylpropyl (allyl methacrylate) C(C=C)C=C(C(=O)OCCCC1=CC=CC=C1)C